N-{[3-(difluoromethyl)-4-(propan-2-yl)phenyl](phenyl)methyl}-4-fluoro-1-[2-(1H-1,2,3-triazol-5-yl)acetyl]pyrrolidine-2-carboxamide FC(C=1C=C(C=CC1C(C)C)C(NC(=O)C1N(CC(C1)F)C(CC1=CN=NN1)=O)C1=CC=CC=C1)F